NCCOCCC(NCCOCC(NCCOCC(=O)OC(C)(C)C)=O)=O tert-Butyl 18-amino-7,13-dioxo-3,9,16-trioxa-6,12-diazaoctadecanoate